4-((2,4-dichloro-5-methoxyphenyl)amino)-7-(3-(4-(4-(2-((2-(2,6-dioxopiperidin-3-yl)-1-oxoisoindolin-4-yl)amino)ethoxy)butanoyl)piperazin-1-yl)propoxy)-6-methoxyquinoline-3-carbonitrile ClC1=C(C=C(C(=C1)Cl)OC)NC1=C(C=NC2=CC(=C(C=C12)OC)OCCCN1CCN(CC1)C(CCCOCCNC1=C2CN(C(C2=CC=C1)=O)C1C(NC(CC1)=O)=O)=O)C#N